NC1=C(N=CC2=C(C=CC=C12)C1=CC(=CC=C1)CC#N)C(=O)NCCC 4-amino-8-(3-(cyanomethyl)phenyl)-N-propylisoquinoline-3-carboxamide